C(#N)C1=CC(=C2C(N(C(C2=C1)=O)[C@H](CS(=O)(=O)C)C1=NC(=C(C=C1)OC)OCC)=O)NC(C)=O (S)-N-(6-cyano-2-(1-(6-ethoxy-5-methoxypyridin-2-yl)-2-(methylsulfonyl)ethyl)-1,3-dioxoisoindolin-4-yl)acetamide